[K+].S(=O)(=O)([O-])C1=C(C=C(C(=O)[O-])C=C1)C(=O)[O-].[K+].[K+] 4-sulfoisophthalic acid, potassium salt